C1(=CC=C(C=C1)CC(CNC(C)=O)[N+]1=NOC(=C1)[N-]C(NC1=CC(=CC=C1)C(F)(F)F)=O)C1=CC=CC=C1 (3-(1-([1,1'-biphenyl]-4-yl)-3-acetamidopropan-2-yl)-1,2,3-oxadiazol-3-ium-5-yl)((3-(trifluoromethyl)phenyl)carbamoyl)amide